C1(CC1)OC1=C(C=CC(=C1)C(F)(F)F)NC(CN1C=2N(C(C(=C1CC)N1CCNCC1)=O)N=C(N2)C2=CC1=C(COC1)C=C2)=O N-[2-cyclopropoxy-4-(trifluoromethyl)phenyl]-2-[2-(1,3-dihydro-2-benzofuran-5-yl)-5-ethyl-7-oxo-6-(piperazin-1-yl)-[1,2,4]triazolo[1,5-a]pyrimidin-4-yl]acetamide